ClC1=C(C(=O)NCC(=O)N[C@@H](CC(C)C)B2OC(C(O2)(CC(=O)O)CC(=O)O)=O)C=C(C=C1)Cl 2,2'-{2-[(1R)-1-({[(2,5-dichlorobenzoyl)amino]acetyl}amino)-3-methylbutyl]-5-oxo-1,3,2-dioxaborolan-4,4-diyl}diacetic acid